2-Phenyl ((S)-1-((2S,4R)-2-((4-ethynyl-2-fluorobenzyl)carbamoyl)-4-hydroxypyrrolidin-1-yl)-3,3-dimethyl-1-oxobutan-2-yl)carbamate C(#C)C1=CC(=C(CNC(=O)[C@H]2N(C[C@@H](C2)O)C([C@H](C(C)(C)C)NC(OC2=CC=CC=C2)=O)=O)C=C1)F